C(OC1=CC=C(C=C1)[N+](=O)[O-])(OC1CC(C1)N1C(CCC1)C(F)(F)F)=O 4-nitrophenyl ((1s,3s)-3-(2-(trifluoromethyl)pyrrolidin-1-yl)cyclobutyl) carbonate